FC(C1=CC=C(C=N1)C1=CN(C2=NC=C(C=C21)C=2C(=NN(C2)C2CCN(CC2)C)OCC)S(=O)(=O)C2=CC=C(C)C=C2)F 3-(6-(difluoromethyl)pyridin-3-yl)-5-(3-ethoxy-1-(1-methylpiperidin-4-yl)-1H-pyrazol-4-yl)-1-tosyl-1H-pyrrolo[2,3-b]pyridine